Decane-8-amine hydrochloride Cl.CCCCCCCC(CC)N